ClC1=C(C=C(C=C1)C1=NC(=NC=C1)N1CCC2(COC2)CC1)C[C@@H](C(=O)NC1=CC=C(C=C1)C=1C(=NNC1C)C)NC(=O)C1(CC1)F N-[(1S)-1-[[2-chloro-5-[2-(2-oxa-7-azaspiro[3.5]nonan-7-yl)pyrimidin-4-yl]phenyl]methyl]-2-[4-(3,5-dimethyl-1H-pyrazol-4-yl)anilino]-2-oxo-ethyl]-1-fluoro-cyclopropanecarboxamide